C(C)C1OC=2CCCC(C2[C@@H](C1)C)=O (4R)-2-ethyl-4-methyl-2,3,4,6,7,8-hexahydro-5H-chromen-5-one